4-((cyclopentylmethyl)amino)-2-(((S)-2,3,4,5-tetrahydro-3-hydroxybenzo[b][1,4]oxazepin-7-yl)amino)pyrimidine-5-carboxamide C1(CCCC1)CNC1=NC(=NC=C1C(=O)N)NC1=CC2=C(OC[C@H](CN2)O)C=C1